(S,E)-ethyl 4-((S)-2-(tert-butoxycarbonylamino)-N,3,3-trimethylbutanamido)-2,5-dimethylhex-2-enoate C(C)(C)(C)OC(=O)N[C@H](C(=O)N(C)[C@H](/C=C(/C(=O)OCC)\C)C(C)C)C(C)(C)C